COC=1C=C2C(=CNC2=CC1C)C(C(=O)N(C)C)=O 2-(5-methoxy-6-methyl-1H-indol-3-yl)-N,N-dimethyl-2-oxoacetamide